NN1CCN(CC1)C(CN1C(C=CC1=O)=O)=O [2-(4-aminopiperazin-1-yl)-2-oxoethyl]-1H-pyrrole-2,5-dione